N-(2-(6-amino-8-((6-(thiazol-2-yl)benzo[d][1,3]dioxol-5-yl)thio)-9H-purin-9-yl)ethyl)-2-methylpropane-1-sulfonamide NC1=C2N=C(N(C2=NC=N1)CCNS(=O)(=O)CC(C)C)SC1=CC2=C(OCO2)C=C1C=1SC=CN1